(S)-5-(1-fluoroethyl)-1,3,4-thiadiazol-2-amine F[C@@H](C)C1=NN=C(S1)N